C(CCCCCCC)(=O)OCCCCCCCCCCCCCOC(CCCCCCCC=CCC=CCCCCC)=O 13-(octanoyloxy)tridecyloctadeca-9,12-dienoate